3-[4-(pyrrolidin-1-ylmethyl)phenyl]-2,3-dihydro[1,4]dioxin N1(CCCC1)CC1=CC=C(C=C1)C1COC=CO1